O-(2-nitrobenzyl)-L-tyrosine hydrochloride Cl.[N+](=O)([O-])C1=C(COC2=CC=C(C[C@H](N)C(=O)O)C=C2)C=CC=C1